nonylene glycol diglycidyl ether C(C1CO1)OCCCCCCCCCOCC1CO1